N-(1-(1-cyclopropylazetidin-3-yl)ethyl)-5-(4-(trifluoromethyl)phenoxy)-2-naphthamide C1(CC1)N1CC(C1)C(C)NC(=O)C1=CC2=CC=CC(=C2C=C1)OC1=CC=C(C=C1)C(F)(F)F